tert-butyl (3R,4R)-3-(acetyloxy)-4-{[7-(2-methylpropyl)-5-(trifluoromethyl)imidazo[4,3-f][1,2,4]triazin-2-yl]amino}piperidine-1-carboxylate C(C)(=O)O[C@@H]1CN(CC[C@H]1NC1=NN2C(C=N1)=C(N=C2CC(C)C)C(F)(F)F)C(=O)OC(C)(C)C